diethyl-thiodiethanolate C(C)C(CSCC[O-])([O-])CC